(oleic acid) carbon [C].C(CCCCCCC\C=C/CCCCCCCC)(=O)O